N-(4-(3-amino-6-(1-isobutyrylpiperidin-4-yl)-1-methyl-1H-pyrazolo[3,4-b]pyridin-4-yl)phenyl)-4-ethoxy-5'-fluoro-2-oxo-2H-[1,2'-bipyridine]-3-carboxamide NC1=NN(C2=NC(=CC(=C21)C2=CC=C(C=C2)NC(=O)C=2C(N(C=CC2OCC)C2=NC=C(C=C2)F)=O)C2CCN(CC2)C(C(C)C)=O)C